N1=CC(=CC2=CC=CC=C12)C=1C=C2N(N1)CCC21CN(C1)C(=O)N1CC(C1)C(=O)N 1-[2'-(quinolin-3-yl)-5',6'-dihydrospiro[azetidine-3,4'-pyrrolo[1,2-b]pyrazole]-1-carbonyl]azetidine-3-carboxamide